ClC=1C(=C(C=CC1)C(COC)NC=1C2=C(N=CN1)C=CC(=N2)O[C@@H]2CN(CC2)C(C=C)=O)F 1-((3S)-3-((4-((1-(3-chloro-2-fluorophenyl)-2-methoxyethyl)amino)pyrido[3,2-d]pyrimidin-6-yl)oxy)pyrrolidin-1-yl)prop-2-en-1-one